N-[2-(4-formylcyclohexyl)-6-methoxy-indazol-5-yl]tetrahydropyran-2-carboxamide C(=O)C1CCC(CC1)N1N=C2C=C(C(=CC2=C1)NC(=O)C1OCCCC1)OC